[4-fluoro-3-(trifluoromethyl)phenyl](2,4,6-trimethoxyphenyl)iodonium p-toluenesulfonate CC1=CC=C(C=C1)S(=O)(=O)[O-].FC1=C(C=C(C=C1)[I+]C1=C(C=C(C=C1OC)OC)OC)C(F)(F)F